1-tert-butyl-2-methyl-(2S,4R)-4-hydroxypyrrolidine (S)-2-((1-(2-(bis(3,5-difluorophenyl)methyl)-2-methylhydrazineyl)-1-oxopropan-2-yl)carbamoyl)-4-methoxypyridin-3-yl-propionate FC=1C=C(C=C(C1)F)C(N(NC([C@H](C)NC(=O)C1=NC=CC(=C1OC(CC)=O)OC)=O)C)C1=CC(=CC(=C1)F)F.C(C)(C)(C)N1[C@H](C[C@H](C1)O)C